(Z)-N-methylnonadec-10-en-1-amine CNCCCCCCCCC\C=C/CCCCCCCC